tert-Butyl 2-(2-(1-(4-methoxybenzyl)-6-oxo-5-(trifluoromethyl)-1,6-dihydropyridin-3-yl)propoxy)acetate COC1=CC=C(CN2C=C(C=C(C2=O)C(F)(F)F)C(COCC(=O)OC(C)(C)C)C)C=C1